9-{7-[(R)-4-aza-1-indanylamino]-1-thia-6-aza-2-indenyl}-11-[2-(p-fluorophenyl)ethyl]-10-(5-methyl-1,3,4-oxadiazol-2-yl)-2,6,12-triazatricyclo[6.4.0.02,6]dodeca-1(8),9,11-trien-7-one [C@H]1(CCC2=NC=CC=C12)NC=1N=CC=C2C=C(SC12)C=1C=2C(N3CCCN3C2N=C(C1C=1OC(=NN1)C)CCC1=CC=C(C=C1)F)=O